COCC(C)OCC(C)CC(=O)O.C(C)(=O)OCC(OCC(C)OC)C dipropylene glycol methyl ether acetate (1-((1-methoxypropane-2-yl)oxy)propane-2-yl-acetate)